(R)-1-(3,3-difluoro-4-((5-(1-(2-fluoroethyl)-1H-benzo[d][1,2,3]triazol-6-yl)-4-methoxypyrrolo[2,1-f][1,2,4]triazin-2-yl)amino)piperidin-1-yl)ethan-1-one FC1(CN(CC[C@H]1NC1=NN2C(C(=N1)OC)=C(C=C2)C=2C=CC1=C(N(N=N1)CCF)C2)C(C)=O)F